NCC1(COC1)NC(OCC1=CC=C(C=C1)OC)=O 4-methoxybenzyl (3-(aminomethyl)oxetane-3-yl)carbamate